C(=O)(OCC1C2=CC=CC=C2C2=CC=CC=C12)C(C(=O)O)C1=CC(=CC=C1)CN fmoc-3-aminomethyl-phenylacetic acid